(R)-4-(4,4-diethyl-2-imino-6-oxotetrahydropyrimidin-1(2H)-yl)-N-((1R,2R)-2-hydroxy-2,3-dihydro-1H-inden-1-yl)-2,2-dimethylchromane-6-carboxamide C(C)C1(NC(N(C(C1)=O)[C@@H]1CC(OC2=CC=C(C=C12)C(=O)N[C@H]1[C@@H](CC2=CC=CC=C12)O)(C)C)=N)CC